ClC=1C=CC(=C(C1)C=1C=C(C=2OCCNC2N1)NC1=C(C=NC=C1)C(=O)NC)F 4-{[6-(5-chloro-2-fluorophenyl)-2h,3h,4h-pyrido[3,2-b][1,4]oxazin-8-yl]amino}-N-methylpyridine-3-carboxamide